6-(3-(2-(2-fluorophenoxy)ethoxy)-7,8-dihydro-1,6-naphthyridin-6(5H)-yl)-5-methylnicotinonitrile FC1=C(OCCOC=2C=NC=3CCN(CC3C2)C2=NC=C(C#N)C=C2C)C=CC=C1